BrC1=CN(C=2N=CN=C(C21)NCC2=NC(=NC=C2)N2C[C@H](N([C@H](C2)C)C(=O)OC(C)(C)C)C)COCC[Si](C)(C)C Tert-butyl (2R,6S)-4-(4-(((5-bromo-7-((2-(trimethylsilyl)ethoxy)methyl)-7H-pyrrolo[2,3-d]pyrimidin-4-yl)amino)methyl)pyrimidin-2-yl)-2,6-dimethylpiperazine-1-carboxylate